CC1OC2(OC1)CCN(CC2)C=2SC1=C(C(N2)=O)C=C(C=C1[N+](=O)[O-])C(F)(F)F (2-methyl-1,4-dioxa-8-azaspiro[4.5]decan-8-yl)-8-nitro-6-(trifluoromethyl)-4H-benzo[E][1,3]thiazin-4-one